(R)-N-(1-cyclopropylethyl)-5-(4-(trifluoromethyl)phenoxy)-2-naphthalenecarboxamide C1(CC1)[C@@H](C)NC(=O)C1=CC2=CC=CC(=C2C=C1)OC1=CC=C(C=C1)C(F)(F)F